((1R)-1-(5-benzyl-3-((quinoxaline-2-carboxamido)methyl)-4,5-dihydroisoxazole-5-carboxamido)-3-Methylbutyl)boronic acid C(C1=CC=CC=C1)C1(CC(=NO1)CNC(=O)C1=NC2=CC=CC=C2N=C1)C(=O)N[C@@H](CC(C)C)B(O)O